FC1(CCC(CC1)[C@H](NC(=O)C1=CC=NN1CC)C=1N=C2N(N=C(C=C2)CO)C1)F (S)-N-((4,4-difluorocyclohexyl)(6-(hydroxymethyl)imidazo[1,2-b]pyridazin-2-yl)methyl)-1-ethyl-1H-pyrazole-5-carboxamide